1-((2S,4R)-4-((5-chloro-2-((1-methyl-1H-pyrazol-4-yl)amino)-7H-pyrrolo[2,3-d]pyrimidin-4-yl)oxy)-2-methylpyrrolidin-1-yl)prop-2-en-1-one ClC1=CNC=2N=C(N=C(C21)O[C@@H]2C[C@@H](N(C2)C(C=C)=O)C)NC=2C=NN(C2)C